N-((1S,3R)-3-((3'-hydroxy-[1,1'-biphenyl]-3-yl)methyl)-3-(4-(hydroxymethyl)pyrimidin-2-yl)cyclopentyl)methanesulfonamide OC=1C=C(C=CC1)C1=CC(=CC=C1)C[C@]1(C[C@H](CC1)NS(=O)(=O)C)C1=NC=CC(=N1)CO